O1C2(C1)[C@H]1CN(C[C@@H]2CC1)C(=O)OC(C)(C)C tert-Butyl (1R,5S,8r)-3-azaspiro[bicyclo[3.2.1]octane-8,2'-oxirane]-3-carboxylate